FC(C=1OC(=CC1C(=O)NC1=NC(=NS1)CC(C)=O)C1=CC(=CC=C1)C(F)(F)F)(F)F 2-(trifluoromethyl)-5-(3-trifluoromethylphenyl)-N-(3-(2-oxopropyl)-1,2,4-thiadiazol-5-yl)furan-3-carboxamide